4-(5-ethoxy-3-pyridinyl)-N-methyl-(3E)-3-buten-1-amine C(C)OC=1C=C(C=NC1)/C=C/CCNC